(RS)-2-hydroxy-N-(4-((R*)-1-(2-methyl-1H-imidazol-1-yl)ethyl)phenyl)-2-(pyridin-3-yl)acetamide O[C@@H](C(=O)NC1=CC=C(C=C1)[C@@H](C)N1C(=NC=C1)C)C=1C=NC=CC1 |&1:1,o1:11|